2-(6-((Z)-((1R,2S,5S)-2-fluoro-8-azabicyclo[3.2.1]octan-3-ylidene)methyl)pyridazin-3-yl)-5-(1H-imidazol-1-yl)phenol F[C@@H]\1[C@H]2CC[C@@H](C/C1=C/C1=CC=C(N=N1)C1=C(C=C(C=C1)N1C=NC=C1)O)N2